N-[9-[(2R,3R,4S,5R)-5-[[Bis(4-methoxyphenyl)-phenyl-methoxy]methyl]-3,4-dihydroxy-tetrahydrofuran-2-yl]purin-6-yl]benzamide COC1=CC=C(C=C1)C(OC[C@@H]1[C@H]([C@H]([C@@H](O1)N1C2=NC=NC(=C2N=C1)NC(C1=CC=CC=C1)=O)O)O)(C1=CC=CC=C1)C1=CC=C(C=C1)OC